4-(2-Amino-2-methylpropanoyl)-N-(1-(4-((3-(1-aminopropyl)piperidin-1-yl)methyl)phenyl)-2-oxo-1,2-dihydropyrimidin-4-yl)piperazine-1-carboxamide hydrochloride salt Cl.NC(C(=O)N1CCN(CC1)C(=O)NC1=NC(N(C=C1)C1=CC=C(C=C1)CN1CC(CCC1)C(CC)N)=O)(C)C